3,3'-thiodipropionic anhydride S1CCC(=O)OC(CC1)=O